N=1C(=CN2C1C=NC=C2)C(=O)[O-] imidazo[1,2-a]pyrazine-2-carboxylate